((R)-1-((R)-1,1-dimethylethylsulfonamido)-8-azaspiro[4.5]decan-8-yl)imidazo[1,2-c]pyrimidine-8-thiolate CC(C)(C)S(=O)(=O)N[C@@H]1CCCC12CCN(CC2)C=2N=C1N(C=NC=C1[S-])C2